C(#N)C1=C(C(=NC(=C1)C1=C(C=CC(=C1)C#N)C)C(CCC(=O)O)=O)O 4-[4-Cyano-6-(5-cyano-2-methyl-phenyl)-3-hydroxy-pyridin-2-yl]-4-oxo-butyric acid